(tetrahydro-2H-pyran-4-yl)thiazol-2-amine O1CCC(CC1)C=1N=C(SC1)N